COC1=CC=C(CN2N=CC=3C=C4C(=CC23)OCC2=C4C=NC(=N2)C)C=C1 8-(4-methoxybenzyl)-3-methyl-5,8-dihydropyrimido[5',4':4,5]pyrano[3,2-f]indazole